C(ON1C(CCC1=O)=O)(O[C@@H](C)C1=CC=CC=C1)=O (S)-2,5-dioxopyrrolidin-1-yl (1-phenylethyl) carbonate